6-ethoxy-1-(tetrahydro-2H-pyran-2-yl)-4-(4,4,5,5-tetramethyl-1,3,2-dioxaborolan-2-yl)-1H-pyrazolo[3',4':3,4]pyrazolo[1,5-a]pyridine C(C)OC=1C=C(C=2N(C1)N=C1C2C=NN1C1OCCCC1)B1OC(C(O1)(C)C)(C)C